OC(COC(C=C)=O)COC1=CC=CC=C1.C(C=C)(=O)O acrylic acid 2-hydroxy-3-phenoxypropyl-acrylate